(3S)-4-amino-3-hydroxybutanenitrile NC[C@H](CC#N)O